7-{8-[3-(1H-benzimidazol-1-yl)propoxy]-2-methylimidazo[1,2-b]pyridazin-6-yl}-5-fluoro-3-(piperidin-4-yl)cinnoline trihydrochloride Cl.Cl.Cl.N1(C=NC2=C1C=CC=C2)CCCOC=2C=1N(N=C(C2)C2=CC(=C3C=C(N=NC3=C2)C2CCNCC2)F)C=C(N1)C